NC1=C2C([C@]3([C@](OC4=C3C=CC(=C4)[C@H](C)C4CC4)(C2=CC=C1)O)NC(OC(C)(C)C)=O)=O tert-butyl ((4bR,9bR)-1-amino-7-((R)-1-cyclopropylethyl)-4b-hydroxy-10-oxo-4b,10-dihydro-9bH-indeno[1,2-b]benzofuran-9b-yl)carbamate